C(=O)C1(CCC2(CCN(CC2)C(=O)OC(C)(C)C)CC1)C tert-butyl 9-formyl-9-methyl-3-azaspiro[5.5]undecane-3-carboxylate